(S)-N'-((1,2,3,5,6,7-hexahydrodicyclopenta[b,e]pyridin-8-yl)carbamoyl)-5-(2-hydroxypropan-2-yl)thiazole-2-sulfonimidamide C1CCC2=NC3=C(C(=C21)NC(=O)N=[S@@](=O)(N)C=2SC(=CN2)C(C)(C)O)CCC3